2,3-dihydroxypyrimidin-4-yl-2-fluorobenzonitrile OC1N=CC=C(N1O)C=1C(=C(C#N)C=CC1)F